[Br-].C(C(=C)C)(=O)OCC[N+](CC)(CC)CC methacryloyloxyethyl-triethylammonium bromide